methyl-(naphthyl)diphenyloxysilane C[Si](OC1=CC=CC=C1)(OC1=CC=CC=C1)C1=CC=CC2=CC=CC=C12